2-(4-((7-cyano-2,4-dioxo-3-phenethyl-3,4-dihydroquinazolin-1(2H)-yl)methyl)phenyl)-N-hydroxyacetamide C(#N)C1=CC=C2C(N(C(N(C2=C1)CC1=CC=C(C=C1)CC(=O)NO)=O)CCC1=CC=CC=C1)=O